C=C(C)C=1SC(=CC1CC(=O)OC)C(=C)C methyl 2-[2,5-bis(prop-1-en-2-yl)thiophen-3-yl]acetate